FC1=CC(=C(C=C1C=1C=NC(=NC1)N1CCOCC1)NC(C1=CC(=CC(=C1)C(F)(F)F)O)=O)N1C[C@H](N([C@H](C1)C)C)C N-[4-fluoro-5-(2-morpholin-4-ylpyrimidin-5-yl)-2-[(3R,5S)-3,4,5-trimethylpiperazin-1-yl]phenyl]-3-hydroxy-5-(trifluoromethyl)benzamide